1,1,1,3,3,3-Hexafluoropropan-2-yl 8-(2-(piperidin-1-yl)-4-(trifluoromethyl)benzyl)-2,8-diazaspiro[4.5]decane-2-carboxylate N1(CCCCC1)C1=C(CN2CCC3(CCN(C3)C(=O)OC(C(F)(F)F)C(F)(F)F)CC2)C=CC(=C1)C(F)(F)F